BrC1=C(C=C2C=NN(C2=C1F)C(=O)OCC1=CC=CC=C1)NC1=CC(=C(C=C1)F)OC benzyl 6-bromo-7-fluoro-5-((4-fluoro-3-methoxyphenyl) amino)-1H-indazole-1-carboxylate